cyclopentadienyl(triethylphosphino)copper(I) C1(C=CC=C1)[Cu-]P(CC)(CC)CC